(1r,3r)-3-Methoxy-1-(3-(3-methoxy-3-oxopropyl)phenyl)-3-methylcyclobutane-1-carboxylic acid COC1(CC(C1)(C(=O)O)C1=CC(=CC=C1)CCC(=O)OC)C